(R)-3-(Benzo[b]thiophen-3-yl)-2-((tert-butoxycarbonyl)(methyl)amino)propionic acid S1C2=C(C(=C1)C[C@H](C(=O)O)N(C)C(=O)OC(C)(C)C)C=CC=C2